O.[Na+].C(CN(CC(=O)[O-])CC(=O)[O-])N(CC(=O)[O-])CC(=O)[O-].[Na+].[Na+].[Na+] ethylenediaminetetraacetic acid sodium salt hydrate